FC1([C@@H]([C@H](CCC1)N1CCN(CC1)C(C)C)NC(=O)N1C[C@@H]2[C@H](C1)CC(C2)C2=CC(=CC=C2)F)F (3aR,5R,6aS)-N-{(1R,6S)-2,2-difluoro-6-[4-(propan-2-yl)piperazin-1-yl]cyclohexyl}-5-(3-fluorophenyl)hexahydrocyclopenta[c]pyrrole-2(1H)-carboxamide